disodium heptaoxide trisilicate [Si](O)(O)(O)O.[Si](O)(O)(O)O.[Si](O)(O)(O)O.[O-]OOOOO[O-].[Na+].[Na+]